CC(COC(=O)NC(C(=O)O)CCN(CCCCC1=NC=2NCCCC2C=C1)CCOC)(C)C 2-(2,2-dimethylpropoxycarbonylamino)-4-[2-methoxyethyl-[4-(5,6,7,8-tetrahydro-1,8-naphthyridin-2-yl)butyl]amino]butanoic acid